OC(CCCCCCCCCCC(=O)O)CC=CCC=CCCCCCCCCCCCC 12-Hydroxy-triaconta-14,17-dienoic acid